1-(6-amino-2'-chloro-2-(4-fluorophenyl)-6'-methyl-[3,4'-bipyridin]-5-yl)-1H-pyrazole-4-carboxamide NC1=C(C=C(C(=N1)C1=CC=C(C=C1)F)C1=CC(=NC(=C1)C)Cl)N1N=CC(=C1)C(=O)N